acryl-ethyl isocyanate C(=O)(C=C)CCN=C=O